3-(1-oxo-8-((2-(piperazin-1-yl)ethyl)Amino)phthalazin-2(1H)-yl)piperidine-2,6-dione O=C1N(N=CC2=CC=CC(=C12)NCCN1CCNCC1)C1C(NC(CC1)=O)=O